gamma-(2-hydroxyethyl)aminopropyl-methyldiethoxysilane OCCNCCC[Si](OCC)(OCC)C